N-(2-carbamoyl-4-chloro-6-methyl-phenyl)-5-[(5-chlorobenzo-triazol-1-yl)methyl]-2-(3-chloro-2-pyridyl)pyrazole-3-carboxamide C(N)(=O)C1=C(C(=CC(=C1)Cl)C)NC(=O)C=1N(N=C(C1)CN1N=NC2=C1C=CC(=C2)Cl)C2=NC=CC=C2Cl